The molecule is a cyclic ketone and diether that is a dibutyl ether derivative of squaric acid. It has a role as an immunological adjuvant and an allergen. It is a cyclic ketone and a diether. It derives from a squaric acid. CCCCOC1=C(C(=O)C1=O)OCCCC